tris(9-(4-(2-(2-ethoxyethoxy)ethoxy)phenyl)-9H-carbazol-3-yl)amine C(C)OCCOCCOC1=CC=C(C=C1)N1C2=CC=CC=C2C=2C=C(C=CC12)N(C=1C=CC=2N(C3=CC=CC=C3C2C1)C1=CC=C(C=C1)OCCOCCOCC)C=1C=CC=2N(C3=CC=CC=C3C2C1)C1=CC=C(C=C1)OCCOCCOCC